C(CCCCCCCCCCC)C(=S)SC(C(=O)O)(C)C 2-(dodecylthiocarbonylsulfanyl)-2-methylpropanoic acid